2-(3-methylpiperazin-1-yl)pyrimidine-5-carbonitrile CC1CN(CCN1)C1=NC=C(C=N1)C#N